C(C)C=1C(NC=2C=C(C=NC2C1)CN1CCC(=CC1)C=1C(=NC(=CC1)C(=O)NC([2H])([2H])[2H])F)=O 1'-((7-ethyl-6-oxo-5,6-dihydro-1,5-naphthyridin-3-yl)methyl)-2-fluoro-N-(methyl-d3)-1',2',3',6'-tetrahydro-[3,4'-bipyridine]-6-carboxamide